FC(CN1N=CC=2C1=NC(=CN2)N2CCC1(CCN(C1=O)C1=NC(=CN=C1)C(F)(F)F)CC2)(F)F 8-[1-(2,2,2-trifluoroethyl)-1H-pyrazolo[3,4-b]pyrazin-6-yl]-2-[6-(trifluoromethyl)pyrazin-2-yl]-2,8-diazaspiro[4.5]decan-1-one